(1-Methyl-2-((1,2,2-trimethylbicyclo[3.1.0]hexan-3-yl)methyl)cyclopropyl)-methyl acetate C(C)(=O)OCC1(C(C1)CC1C(C2(CC2C1)C)(C)C)C